C(C)(C)(C(COC1=CC=CC=C1)O)C(COC1=CC=CC=C1)O isopropylidenebis(2-phenoxyethanol)